C(C1=CC=CC=C1)OC1=NC(=CC=C1C1=CC=C(OCC(=O)OC(C)(C)C)C=C1)OCC1=CC=CC=C1 tert-butyl 2-(4-(2,6-bis(benzyloxy)pyridin-3-yl)phenoxy)acetate